ClC1=C(C(C2=C(NC(=N2)CC)C1=O)=O)NC1=CC=C(C=C1)C 6-chloro-2-ethyl-5-(p-tolylamino)-1H-benzo[d]imidazole-4,7-dione